5-(4-fluorobenzoyl)amino-3-(1-hexyl-1,2,3,6-tetrahydropyridin-4-yl)-1H-indole FC1=CC=C(C(=O)NC=2C=C3C(=CNC3=CC2)C=2CCN(CC2)CCCCCC)C=C1